7-(4-fluorophenyl)-3,6-dimethylnaphthalen-1-yl trifluoromethanesulfonate FC(S(=O)(=O)OC1=CC(=CC2=CC(=C(C=C12)C1=CC=C(C=C1)F)C)C)(F)F